benzyl (2-(8,9-difluoro-1-(((R)-1-(4-methoxyphenyl)ethyl)(methyl)amino)-6-oxo-1,2,4,6-tetrahydro-5H-pyrano[3,4-c]isoquinolin-5-yl)ethyl)carbamate FC=1C(=CC=2C3=C(N(C(C2C1)=O)CCNC(OCC1=CC=CC=C1)=O)COCC3N(C)[C@H](C)C3=CC=C(C=C3)OC)F